OC1=C(C=CC(=C1)C(F)(F)F)C1=C(C=C(N=N1)N[C@H]1CN(CCC1)CC(=O)NC1CCN(CC1)C(=O)OC(C)(C)C)C tert-butyl (R)-4-(2-(3-((6-(2-hydroxy-4-(trifluoromethyl)phenyl)-5-methylpyridazin-3-yl)amino)piperidin-1-yl)acetamido)piperidine-1-carboxylate